N=1C=NN2C1C=CC(=C2)C2=CC(=NN2C2=NC(=CC=C2)C)CC(=O)NC2=C(C=C(C=C2)OC)F 5-([1,2,4]triazolo[1,5-a]pyridin-6-yl)-N-(2-fluoro-4-methoxyphenyl)-1-(6-methylpyridin-2-yl)-1H-pyrazole-3-carboxyamide